5-(aminomethyl)adamantan-2-ol NCC12CC3C(C(CC(C1)C3)C2)O